C(C=C)C1=C(C(=O)O)C(=C(C=C1)Cl)Cl 2-allyl-5,6-dichlorobenzoic acid